(S)-2-(1-acryloylpiperidin-2-yl)-1-amino-4-(4-((4-chloropyridin-2-yl)carbamoyl)phenyl)-1H-imidazole-5-carboxamide C(C=C)(=O)N1[C@@H](CCCC1)C=1N(C(=C(N1)C1=CC=C(C=C1)C(NC1=NC=CC(=C1)Cl)=O)C(=O)N)N